(E)-N'-(4-bromo-2,6-difluorophenyl)-N-isopropylacetamidine BrC1=CC(=C(C(=C1)F)/N=C(\C)/NC(C)C)F